C(=O)[C@H](CC(C)(C)C)NC(OC(C)(C)C)=O tert-butyl N-[(1S)-1-formyl-3,3-dimethyl-butyl]carbamate